O1C[C@@H](OC2=NC=CC=C21)C2=CC=C(CN1CCN(CCC1)C(C)=O)C=C2 1-(4-{4-[(3S)-2,3-dihydro[1,4]dioxino[2,3-b]pyridin-3-yl]benzyl}-1,4-diazacycloheptan-1-yl)ethanone